C(C)(C)(C)OC(=O)N([C@H](C(=O)OC(C)(C)C)CCC=O)C(=O)OC(C)(C)C Tert-butyl (S)-2-(bis(tert-butoxycarbonyl)amino)-5-oxopentanoate